1-(1-(2,4-bis(trifluoromethyl)phenyl)propyl)-4-nitro-1H-pyrazole FC(C1=C(C=CC(=C1)C(F)(F)F)C(CC)N1N=CC(=C1)[N+](=O)[O-])(F)F